C(C)(C)(C)OC(NN1C(CCC1=O)C1=C(C=CC=C1)Cl)=O (2-(2-chlorophenyl)-5-oxopyrrolidin-1-yl)carbamic acid tert-butyl ester